D-prolinate N1[C@H](CCC1)C(=O)[O-]